N1(CCOCC1)C1=CC=C(C=N1)C=O 6-(morpholin-4-yl)pyridine-3-carbaldehyde